(1R,2R)-2-(4-((1H-imidazol-1-yl)methyl)-2-fluorophenyl)cyclopropane-1-carboxylic acid N1(C=NC=C1)CC1=CC(=C(C=C1)[C@H]1[C@@H](C1)C(=O)O)F